COC=1C=NC=CC1N1CCN(CC1)C(=O)OC(C)(C)C tert-butyl 4-(3-methoxypyridin-4-yl)piperazine-1-carboxylate